C12(CC(C1)C2)C(CNC(=O)NCC2=CC(=NC=C2)OCC(F)(F)F)O 1-[2-(1-bicyclo[1.1.1]pentanyl)-2-hydroxyethyl]-3-[[2-(2,2,2-trifluoroethoxy)pyridin-4-yl]methyl]urea